N-(5-chloro-4-methoxypyridin-2-yl)-2-(6-(tributylstannyl)pyridin-3-yl)acetamide ClC=1C(=CC(=NC1)NC(CC=1C=NC(=CC1)[Sn](CCCC)(CCCC)CCCC)=O)OC